[Si](C)(C)(C(C)(C)C)OC[C@@H](CN1C2(C3=CC=CC=C3C1)CCC1(CC2)OCCO1)C 2''-[(2R)-3-{[tert-butyl(dimethyl)silyl]oxy}-2-methylpropyl]-2'',3''-dihydrodispiro[[1,3]dioxolane-2,1'-cyclohexane-4',1''-isoindole]